C(=O)C1=C(O[C@@H](C(=O)OC)C)C=C(C=C1O)OC Methyl (R)-2-(2-formyl-3-hydroxy-5-methoxyphenoxy)propanoate